FC=1C=C(C=C(C1)F)[C@@H]1CC[C@H]2OC3(C(N21)=O)CCN(CC3)C3=NC=C(C(=N3)C(=O)NC3(CC3)C)F 2-[(5'S,7a'R)-5'-(3,5-difluorophenyl)-3'-oxotetrahydro-1H,3'H-spiro[piperidine-4,2'-pyrrolo[2,1-b][1,3]oxazol]-1-yl]-5-fluoro-N-(1-methyl-cyclopropyl)pyrimidine-4-carboxamide